(S)-5-(4-Phenoxyphenyl)-N-(7-(pyrrolidin-1-yl)-6,7,8,9-tetrahydro-5H-benzo[7]annulen-2-yl)-[1,2,4]triazolo[1,5-a]pyridin-2-amine O(C1=CC=CC=C1)C1=CC=C(C=C1)C1=CC=CC=2N1N=C(N2)NC=2C=CC1=C(CC[C@H](CC1)N1CCCC1)C2